FC(F)(F)C=1C=CC=2C(C3N(CCNC3)C2N1)=O (trifluoromethyl)-6,7,8,9-tetrahydropyrido[3',2':4,5]pyrrolo[1,2-a]pyrazin-5(5aH)-one